Tert-butyl N-[3-methyl-5-[[2-[(2R,5S)-5-methyl-2-(3-pyridyl)-1-piperidyl]-2-oxo-acetyl]amino]-2-pyridyl]carbamate CC=1C(=NC=C(C1)NC(C(=O)N1[C@H](CC[C@@H](C1)C)C=1C=NC=CC1)=O)NC(OC(C)(C)C)=O